BrCC([C@@](CCCC(CS(=O)(=O)CCO[Si](C1=CC=CC=C1)(C1=CC=CC=C1)C(C)(C)C)(C)C)(C)C=1C=C(C=CC1)C[C@@H](C(=O)[O-])C)=O (S)-3-(3-((R)-1-bromo-8-((2-((tert-butyldiphenylsilyl)oxy)ethyl)sulfonyl)-3,7,7-trimethyl-2-oxooctan-3-yl)phenyl)-2-methylpropanoate